2-(4-(4-((3-(3-Fluoro-4-methoxyphenyl)imidazo[1,2-a]pyrazin-8-yl)amino)-2-methylbenzoyl)piperazin-1-yl)-N,N,N-trimethyl-2-oxoethan-1-aminium iodide [I-].FC=1C=C(C=CC1OC)C1=CN=C2N1C=CN=C2NC2=CC(=C(C(=O)N1CCN(CC1)C(C[N+](C)(C)C)=O)C=C2)C